(4-(N,N-bis(4-methoxybenzyl)sulfamoyl)-3-chloro-1-(4-fluorophenyl)-1H-indazol-6-yl)carbamic acid tert-butyl ester C(C)(C)(C)OC(NC1=CC(=C2C(=NN(C2=C1)C1=CC=C(C=C1)F)Cl)S(N(CC1=CC=C(C=C1)OC)CC1=CC=C(C=C1)OC)(=O)=O)=O